FC1=CC=C(N=CC2=CC=C(C3=CC=CC=C23)OC)C=C1 4-fluoro-N-[(4-methoxy-1-naphthyl)methylene]aniline